Cl.FC1=CC=C(C=C1)C1=C(OC2=C1C=CC(=C2)C=2C=NC=CC2)CCC(C)=O 4-(3-(4-fluorophenyl)-6-(pyridin-3-yl)benzofuran-2-yl)butan-2-one HCl Salt